2-(2-chloro-6-methoxyphenoxy)-1-(2-fluoro-4-(5-(trifluoromethyl)-1,2,4-oxadiazol-3-yl)phenyl)ethan-1-one ClC1=C(OCC(=O)C2=C(C=C(C=C2)C2=NOC(=N2)C(F)(F)F)F)C(=CC=C1)OC